C1OC=2C=C3CC(C(C3=CC2O1)=O)=O 5,6-Methylenedioxyindandione